C1(CC1)C1=NN=C2N1N=C(C=C2NCC2=NC=CC=C2)NC2CC1(C2)CCC1 3-cyclopropyl-N8-(pyridin-2-ylmethyl)-N6-(spiro[3.3]heptan-2-yl)-[1,2,4]triazolo[4,3-b]pyridazine-6,8-diamine